C(C)N1C[C@@H](CCC1)N1CCC2=C1N=NC(=C2)C2=C(C=C(C=C2C)C(F)(F)F)O 2-{7-[(3R)-1-ethylpiperidin-3-yl]-6,7-dihydro-5H-pyrrolo[2,3-c]pyridazin-3-yl}-3-methyl-5-(trifluoromethyl)phenol